2-(6-{5-chloro-2-[(oxan-4-yl)amino]pyrimidin-4-yl}-1-oxo-2,3-dihydro-1H-isoindol-2-yl)-N-(4-methyloxan-4-yl)acetamide ClC=1C(=NC(=NC1)NC1CCOCC1)C1=CC=C2CN(C(C2=C1)=O)CC(=O)NC1(CCOCC1)C